[N+](=O)([O-])C1=CC=C2C(CC(C2=C1)(C)C1=CC=C(C=C1)N)(C)C 6-nitro-1-(4-aminophenyl)-1,3,3-trimethyl-indane